C[C@@H]1CC[C@@]2(CC[C@@]3(C(=CC[C@H]4[C@]3(CC[C@@H]5[C@@]4(C[C@H]([C@@H]([C@@]5(C)CO)O)O)C)C)[C@@H]2[C@H]1C)C)C(=O)O[C@H]6[C@@H]([C@H]([C@@H]([C@H](O6)CO)O)O)O The molecule is a triterpenoid saponin that is the carboxylic ester obtained by the formal condensation of the carboxy group of asiatic acid with beta,23alpha-trihydroxyurs-12-en-28-oic acid 28-O-beta-D-glucopyranose. It has been isolated from Juglans sinensis. It has a role as a plant metabolite. It is a pentacyclic triterpenoid, a triterpenoid saponin, a monosaccharide derivative, a beta-D-glucoside and a carboxylic ester. It derives from an asiatic acid. It derives from a hydride of an ursane.